N1=CC=C(C=C1)CCC1(N=CC=C1)C(C(Cl)(Cl)Cl)=O 2-(4-pyridinylethyl)-2-(trichloroacetyl)pyrrole